4-cyano-3-methylisoquinoline C(#N)C1=C(N=CC2=CC=CC=C12)C